Methyl 4-bromo-2-hydroxy-3-nitrobenzoate BrC1=C(C(=C(C(=O)OC)C=C1)O)[N+](=O)[O-]